3-(4-bromo-1H-pyrazol-1-yl)-4-methoxyphenol BrC=1C=NN(C1)C=1C=C(C=CC1OC)O